NCCN1C(C2=CC=CC=C2C2(CCNCC2)C1=O)[C@@H]1CC[C@@H](CC1)C(C)C 2-(2-aminoethyl)-1-(cis-4-isopropylcyclohexyl)-1,2-dihydro-3H-spiro[isoquinoline-4,4-piperidin]-3-one